perfluorooctanesulfonic acid amide FC(C(C(C(C(C(C(C(F)(F)F)(F)F)(F)F)(F)F)(F)F)(F)F)(F)F)(S(=O)(=O)N)F